FC=1C=CC(=NC1)NC(CN1C=2N(C(C3=C1C(N(C3)C(C)C)=O)=O)N=C(C2)C=2CC=NCC2)=O 4-[4-{2-[(5-Fluoropyridin-2-yl)amino]-2-oxoethyl}-5,8-dioxo-6-(propan-2-yl)-5,6,7,8-tetrahydro-4H-pyrazolo[1,5-a]pyrrolo[3,4-d]pyrimidin-2-yl]-3,6-dihydropyridin